NCCCCNC(=O)C=1OC(=CC1)C1=CC(=C(C=C1)C#CCN)CO N-(4-aminobutyl)-5-(4-(3-aminoprop-1-yn-1-yl)-3-(hydroxymethyl)phenyl)furan-2-carboxamide